F\C(\C(=O)OCC)=C/C1=NC=CC(=C1)C ethyl (Z)-2-fluoro-3-(4-methylpyridin-2-yl)acrylate